C(=O)C1CCC(CC1)C(=O)OC methyl (1s,4s)-4-formylcyclohexanecarboxylate